(fluoro(2-(((3S,6S,9aS)-5-oxo-3-(3-(pyridin-4-yl)azetidine-1-carbonyl)octahydro-1H-pyrrolo[1,2-a]azepin-6-yl)carbamoyl)benzo[b]thiophen-5-yl)methyl)phosphonic acid FC(C1=CC2=C(SC(=C2)C(N[C@H]2CCC[C@@H]3N(C2=O)[C@@H](CC3)C(=O)N3CC(C3)C3=CC=NC=C3)=O)C=C1)P(O)(O)=O